C(=C)C1=CC=C(COC=2C=C(C=3C=CC4=C(C=C(C=5C=CC2C3C54)S(=O)(=O)[O-])S(=O)(=O)[O-])S(=O)(=O)[O-])C=C1.[Na+].[Na+].[Na+] sodium 8-(4-vinylbenzyloxy)-1,3,6-pyrenetrisulphonate